FC(C)(C)C=1N(C=CN1)CC1=CC=C(C=C1)C=1N=C(SC1S(=O)(=O)NC(OC)=O)CCC methyl ((4-(4-((2-(2-fluoropropan-2-yl)-1H-imidazol-1-yl)methyl)phenyl)-2-propyl thiazol-5-yl)sulfonyl)carbamate